C(C)N1CCN(CC1)C1=C(C=C(C=C1)NC=1N=C(C2=C(N1)NC=C2F)NC2=C(C=CC=C2)CS(=O)(=O)NC)F (2-((2-((4-(4-ethylpiperazin-1-yl)-3-fluorophenyl)amino)-5-fluoro-7H-pyrrolo[2,3-d]pyrimidin-4-yl)amino)phenyl)-N-methylmethanesulfonamide